[N+](=O)([O-])C=1C=C2C(=NC1)N(N=C2)CC(=O)OCCCC Butyl 2-(5-nitro-1H-pyrazolo[3,4-b]pyridin-1-yl)acetate